C[C@@H]1COC2=C(CN1)C=CC(=C2)C(=O)OC methyl (R)-3-methyl-2,3,4,5-tetrahydrobenzo[f][1,4]oxazepine-8-carboxylate